CC1=CC=C(C=C1)S(=O)(=O)O.FC=1C=C2C=3C(=NNC(C3C1)=O)[C@@H]([C@H](N2)C2=CC=C(C=C2)F)C2=NC=NN2C (8S,9R)-5-Fluoro-8-(4-fluorophenyl)-9-(1-methyl-1H-1,2,4-triazol-5-yl)-2,7,8,9-tetrahydro-3H-pyrido[4,3,2-de]phthalazin-3-one 4-methylbenzenesulfonate